1,10-decaanediol diacrylate C(C=C)(=O)OCCCCCCCCCCOC(C=C)=O